C(C)N(C(=O)C1=C(SC=C1)C(O)C1=C(C=C(C=C1)F)OC(C)C)CC N,N-diethyl-2-[(4-fluoro-2-isopropoxy-phenyl)-hydroxy-methyl]thiophene-3-carboxamide